2-(2-methoxyethyl)-5,6-diphenyl-3(2H)-pyridazinone COCCN1N=C(C(=CC1=O)C1=CC=CC=C1)C1=CC=CC=C1